6-chloro-N-(5-chloro-1-(methyl-d3)-1H-pyrazol-4-yl)-7-(1-(3-methyloxetan-3-yl)piperidin-4-yl)quinazolin-2-amine ClC=1C=C2C=NC(=NC2=CC1C1CCN(CC1)C1(COC1)C)NC=1C=NN(C1Cl)C([2H])([2H])[2H]